4-(((benzoyloxy)(benzyl)amino)methyl)benzonitrile C(C1=CC=CC=C1)(=O)ON(CC1=CC=CC=C1)CC1=CC=C(C#N)C=C1